3-((3-Exo)-3-((7-((5-methoxy-1H-pyrazol-3-yl)amino)-1,6-naphthyridin-5-yl)amino)-8-azabicyclo[3.2.1]oct-8-yl)propionitrile COC1=CC(=NN1)NC1=NC(=C2C=CC=NC2=C1)NC1CC2CCC(C1)N2CCC#N